(S)-((1-((6-chloropyridin-3-yl)amino)isoquinolin-6-yl)imino)(cyclopropyl)(methyl)-λ6-sulfanone ClC1=CC=C(C=N1)NC1=NC=CC2=CC(=CC=C12)N=[S@](=O)(C)C1CC1